C(C)(C)(C)OC(=O)N1C(C2=C(C=C(C=C2C1=O)C1=NC(=NC=C1F)Cl)COC)(C)C 5-(2-chloro-5-fluoropyrimidin-4-yl)-7-(methoxymethyl)-1,1-dimethyl-3-oxoisoindole-2-carboxylic acid tert-butyl ester